ClC1=C(C(=O)N2COC3=C(C2)C=CC=C3C3=CC(=C(C(=O)OC)C=C3F)N3[C@H]([C@H](C3)OC)C)C(=CC(=C1)C=1C=NN(C1)C)Cl Methyl 4-[3-[2,6-dichloro-4-(1-methylpyrazol-4-yl)benzoyl]-2,4-dihydro-1,3-benzoxazin-8-yl]-5-fluoro-2-[(2S,3S)-3-methoxy-2-methylazetidin-1-yl]benzoate